[N+](=O)([O-])C1=CC=C(C=N1)N1C(C(=CC2=CC=C(C=C12)C(F)(F)F)C(=O)O)=O.C(#C)C1=CC=C(C=C1)C(C(C1=CC=C(C=C1)C#C)C1=CC=C(C=C1)C#C)C1=CC=C(C=C1)C#C 1,1,2,2-tetrakis(4-ethynylphenyl)ethane 1-(6-nitropyridin-3-yl)-2-oxo-7-(trifluoromethyl)-1,2-dihydroquinoline-3-carboxylate